tert-butyl-(((4-nitrophenoxy) carbonyl) oxy) piperidine-1-carboxylate N1(CCCCC1)C(=O)OOC(=O)OC1=C(C=C(C=C1)[N+](=O)[O-])C(C)(C)C